hexahydro-4H-furo[2,3-c]pyrrol-4-one O1CCC2C1CNC2=O